C(C)OC(C(C)OC1=CC=C2C(=CC(OC2=C1)=O)C1=C(C=C(C=C1)F)Cl)=O 2-[4-(2-chloro-4-fluoro-phenyl)-2-oxo-chromen-7-yl]oxypropionic acid ethyl ester